2,4,4-trimethylheptane CC(C)CC(CCC)(C)C